C(CC=C)C(N\C(\N[C@H](CCOC=O)C=1C=C(C(=O)OC)C=CC1)=N/C(=O)OC(C)(C)C)(CCOC)CC methyl 3-((5R,Z)-9-(but-3-en-1-yl)-7-((tert-butoxycarbonyl)imino)-9-ethyl-l-1-oxo-2,12-dioxa-6,8-diazatridecan-5-yl)benzoate